C(C)C1=C(C=CC(=N1)C=1N=NN(C1C(=O)O)C)S(=O)(=O)C 4-(6-ethyl-5-(methylsulfonyl)pyridin-2-yl)-1-methyl-1H-1,2,3-triazole-5-carboxylic acid